C=1CC(C=C2N=C3C=CC=CC3=NC12)=O 3H-phenazin-3-one